2-[(4-methoxyphenyl)methoxy]ethylidene-2-methylpropane-2-sulfinamide COC1=CC=C(C=C1)COCC=CC(C)(S(=O)N)C